N-(4-(1-acetylindolin-5-yl)-5,6,7,8-tetrahydroisoquinolin-8-yl)propanamide C(C)(=O)N1CCC2=CC(=CC=C12)C1=CN=CC=2C(CCCC12)NC(CC)=O